Methyl 5-bromo-2-fluoro-4-(trifluoromethyl)benzoate BrC=1C(=CC(=C(C(=O)OC)C1)F)C(F)(F)F